ClC=1C=CC=C2C(=CNC12)CCC1N(CCC2=CC(=C(C=C12)OCC)OC)C(=O)N1CCOCC1 (1-(2-(7-chloro-1H-indol-3-yl)ethyl)-7-ethoxy-6-methoxy-3,4-dihydroisoquinolin-2(1H)-yl)(morpholinyl)methanone